6,8-difluoro-2-(((2R,7aS)-2-fluorotetrahydro-1H-pyrrolizine-7a(5H)-yl)methoxy)quinazolin-4-ol FC=1C=C2C(=NC(=NC2=C(C1)F)OC[C@]12CCCN2C[C@@H](C1)F)O